6-bromo-8-cyclopropoxy-2-methylimidazo[1,2-a]pyrazine BrC=1N=C(C=2N(C1)C=C(N2)C)OC2CC2